2-bromo-4H,5H,6H-thieno[2,3-c]pyridin-7-one BrC1=CC2=C(C(NCC2)=O)S1